L-leucine (4-guanidinobutyl) amide hemihydrate O.N(C(=N)N)CCCCNC([C@@H](N)CC(C)C)=O.N[C@@H](CC(C)C)C(=O)NCCCCNC(=N)N